C(C(=C)C)(=O)OCCCCCCCCCCCOC(C=C)=O 11-(acryloyloxy)-undecyl methacrylate